(S)-tert-butyl 6-(3-(3-(dimethylamino)-1,1-difluoropropyl)phenyl)-3-methyl-3,4-dihydropyridine-1(2H)-carboxylate CN(CCC(F)(F)C=1C=C(C=CC1)C1=CC[C@@H](CN1C(=O)OC(C)(C)C)C)C